O=C1NC(CCC1N1C(C2=CC=CC(=C2C1=O)NCC1=CC(=C(C=C1)CN1CCC(CC1)OC(C)C)C)=O)=O 2-(2,6-dioxopiperidin-3-yl)-4-(4-((4-isopropoxypiperidin-1-yl)methyl)-3-methylbenzylamino)isoindoline-1,3-dione